C(C)(C)(C)C1=C2C=CC=NC2=C(C(=C1)C(C1=CC(=CC=C1)C(=O)N1CCC(CC1)C#CC1=C2CN(C(C2=CC=C1)=O)C1C(NC(CC1)=O)=O)C(C(=O)N)CC)O ((5-(tert-butyl)-8-hydroxyquinolin-7-yl)(3-(4-((2-(2,6-dioxopiperidin-3-yl)-1-oxoisoindolin-4-yl)ethynyl)piperidine-1-carbonyl)phenyl)methyl)butyramide